C(C)N(C=1SC=2C(N(CC(C2N1)C)CC(=O)NC1=NC=CC=N1)=O)CC1=CC=C(C=C1)OC 2-[2-[ethyl-[(4-methoxyphenyl)methyl]amino]-7-methyl-4-oxo-6,7-dihydrothiazolo[5,4-c]pyridin-5-yl]-N-pyrimidin-2-yl-acetamide